4-(4-fluoro-3-(3-((1-hydroxypropan-2-yl)amino)azetidine-1-carbonyl)benzyl)phthalazin FC1=C(C=C(CC2=NN=CC3=CC=CC=C23)C=C1)C(=O)N1CC(C1)NC(CO)C